CC1=C(C=C(C2=C1NC=N2)C(=O)O)CC2=CC=C(C=C2)N2N=CC=C2 7-methyl-6-(4-pyrazol-1-yl-benzyl)-1H-benzimidazole-4-carboxylic acid